5-bromo-7-methoxyquinoline BrC1=C2C=CC=NC2=CC(=C1)OC